ClC1=NC=C2NC(N(C2=N1)C)=O 2-chloro-9-methyl-7,9-dihydro-8H-purin-8-one